(2-fluoro-3-methoxy-6-(4H-1,2,4-triazol-4-yl)phenyl)methanol FC1=C(C(=CC=C1OC)N1C=NN=C1)CO